7-(3,5-Dimethoxyphenyl)-3-(1-methyl-4-nitro-1H-pyrazol-3-yl)-1,4,5,6,7,8-hexahydrocyclohepta[c]pyrazole COC=1C=C(C=C(C1)OC)C1CCCC2=C(NN=C2C2=NN(C=C2[N+](=O)[O-])C)C1